S1C=C(C=C1)C(=O)OC(C)(C)C Tert-butyl thiophene-3-carboxylate